Cl.FC=1C=2N(C=C(C1)C1=CC3=C(C=N1)N=C(S3)NC3CC(N(C(C3)(C)C)C)(C)C)C=C(N2)C 6-(8-fluoro-2-methylimidazo[1,2-a]pyridin-6-yl)-N-(1,2,2,6,6-pentamethylpiperidin-4-yl)[1,3]thiazolo[4,5-c]pyridin-2-amine hydrochloride